3-bromo-8-((4-fluorophenyl)sulfonyl)-5,6-dihydroquinoline BrC=1C=NC=2C(=CCCC2C1)S(=O)(=O)C1=CC=C(C=C1)F